N-[5-(2,2-difluoroethyl)-4,6-dimethoxy-pyrimidin-2-yl]-5-thiazol-2-yl-1H-pyrrole-3-sulfonamide FC(CC=1C(=NC(=NC1OC)NS(=O)(=O)C1=CNC(=C1)C=1SC=CN1)OC)F